3-Z-[1-(4-(N-((4-methyl-piperazin-1-yl)-methylcarbonyl)-N-methylamino)-anilino)-1-phenyl-methylene]-6-methyloxycarbonyl-2-indolinone CN1CCN(CC1)CC(=O)N(C)C1=CC=C(N\C(\C2=CC=CC=C2)=C\2/C(NC3=CC(=CC=C23)C(=O)OC)=O)C=C1